8-methyl-1-nonyl (2-propylheptyl) phthalate C(C=1C(C(=O)OCC(CCCCC)CCC)=CC=CC1)(=O)OCCCCCCCC(C)C